4-(5-fluoro-1-methyl-pyrazol-4-yl)-2-pyrimidin-2-yl-5-(trifluoromethyl)pyrazol-3-amine FC1=C(C=NN1C)C1=C(N(N=C1C(F)(F)F)C1=NC=CC=N1)N